C(C)(=O)C=1C(=NC(=CC1)N1C=NC2=C1C=CC(=C2)OC2CCN(CC2)C2COC2)N2N=C(C=C2C)C#N 1-[3-acetyl-6-[5-[[1-(oxetan-3-yl)-4-piperidyl]oxy]benzimidazol-1-yl]-2-pyridyl]-5-methyl-pyrazole-3-carbonitrile